N[C@H](C)C1=CC(=CC=2C(C(=C(OC21)C2=C(C=CC=C2F)F)C)=O)C 8-[(1R)-1-aminoethyl]-2-(2,6-difluorophenyl)-3,6-dimethyl-benzopyran-4-one